C1=CC=C2C3=C4C(=CC2=C1)C=CC(=O)C4=CC=C3 Benzoanthracenone